C(C)(C)C1=CC=C(C=C1)\C=C\C1=CC=CC=C1 4-isopropyl-trans-stilbene